CC1=CC=2N(C=C1[N+](=O)[O-])C=C(N2)C(=O)OCC ethyl 7-methyl-6-nitroimidazo[1,2-a]pyridine-2-carboxylate